[Si](C1=CC=CC=C1)(C1=CC=CC=C1)(C(C)(C)C)OCCCC1=NN(C(=C1Cl)C1=C2C(=NC=C1)N(C(=C2)C2=CC=CC=C2)COC)C2=CC=C(C=C2)F 3-{3-[(tert-butyldiphenylsilyl)oxy]propyl}-4-chloro-1-(4-fluorophenyl)-5-[1-(methoxymethyl)-2-phenylpyrrolo[2,3-b]pyridin-4-yl]pyrazole